N-(4-(1-decyl-1H-1,2,3-triazol-4-yl)-1-hydroxy-2-(hydroxymethyl)butan-2-yl)acetamide C(CCCCCCCCC)N1N=NC(=C1)CCC(CO)(CO)NC(C)=O